2-(4-chlorophenoxy)ethanol ClC1=CC=C(OCCO)C=C1